C1=CC=C2C(=C1)C(=O)C3=C(C2=O)C(=C(C=C3O)O)O The molecule is a trihydroxyanthraquinone derived from anthracene by substitution with oxo groups at C-9 and C-10 and with hydroxy groups at C-1, C-2 and C-4. It has a role as a biological pigment, a histological dye and a plant metabolite.